C(C)[C@@H]1CCC2=CC=3CCCC3C=C12 (R)-3-ethyl-1,2,3,5,6,7-hexahydro-s-indacen